C(C1=CC=CC=C1)N1C[C@@H]2CC[C@H](C1)C21CC1 (1R,5S)-3-benzyl-3-azaspiro[bicyclo[3.2.1]octane-8,1'-cyclopropane]